14-methyl-2-pentadecenyl-succinic anhydride CC(CCCCCCCCCCCC=CC1C(=O)OC(C1)=O)C